FC1(CC(CC1)NC1=NC(=NC(=N1)NC1CC2=CC=CC=C2C1)C1=NC(=CC=C1)C(F)(F)F)F N2-(3,3-difluorocyclopentyl)-N4-(2,3-dihydro-1H-inden-2-yl)-6-(6-(trifluoromethyl)pyridin-2-yl)-1,3,5-triazine-2,4-diamine